2-(2-chloro-4-phenyl-3-pyridinyl)-6-methoxy-4,5,6,7-tetrahydro-1H-benzimidazole ClC1=NC=CC(=C1C1=NC2=C(N1)CC(CC2)OC)C2=CC=CC=C2